(2-(5-((5S,7S)-7-((6-cyano-1H-benzo[d]imidazol-1-yl)methyl)-7-methyl-2-oxo-1-oxa-3-azaspiro[4.5]decan-3-yl)isoxazol-3-yl)-2-methylpropyl)carbonic acid C(#N)C=1C=CC2=C(N(C=N2)C[C@@]2(C[C@]3(CN(C(O3)=O)C3=CC(=NO3)C(COC(O)=O)(C)C)CCC2)C)C1